methyl 2-(4-(tert-butoxycarbonyl)piperazin-1-yl)-5-isopropoxybenzo[d]thiazole-6-carboxylate C(C)(C)(C)OC(=O)N1CCN(CC1)C=1SC2=C(N1)C=C(C(=C2)C(=O)OC)OC(C)C